FC=1C=C(C(=O)N2[C@@H](CC[C@@H]2C2=C(C=CC=C2)F)C(=O)O)C=CC1C=1C=NC(=CC1)OC (2S,5R)-1-(3-fluoro-4-(6-methoxypyridin-3-yl)benzoyl)-5-(2-fluorophenyl)pyrrolidine-2-carboxylic acid